C(C)(C)(C)C1=C(C(=CC(=C1)C)CC1=C(C(=CC(=C1)C)C(C)(C)C)OC(C=C)=O)O 2-tert-butyl-4-methyl-6-(2-acryloxy-3-tert-butyl-5-methylbenzyl)phenol